2-(((S)-1-(3-(difluoromethyl)-4-fluorophenyl)-5,5-difluoro-4-hydroxy-4,5,6,7-tetrahydro-1H-indol-3-yl)sulfonyl)-2-fluoroacetonitrile FC(C=1C=C(C=CC1F)N1C=C(C=2[C@@H](C(CCC12)(F)F)O)S(=O)(=O)C(C#N)F)F